NC1=C2N=C(N(C2=NC(=N1)OCCO)CC=1C=C(CP(OC)(O)=O)C=C(C1)OC)OC methyl hydrogen (3-((6-amino-2-(2-hydroxyethoxy)-8-methoxy-9H-purin-9-yl)methyl)-5-methoxybenzyl)phosphonate